(1S)-1-[(3S)-3-fluoro-1-[4-({8-[3-(methanesulfonylmeth-yl)azetidin-1-yl]-5-(propan-2-yl)isoquinolin-3-yl}amino)pyrimidin-2-yl]pyrrolidin-3-yl]ethan-1-ol F[C@@]1(CN(CC1)C1=NC=CC(=N1)NC=1N=CC2=C(C=CC(=C2C1)C(C)C)N1CC(C1)CS(=O)(=O)C)[C@H](C)O